ClC1=C(C=CC=C1Cl)C=1N=CC=C2C1SC(=C2OC)C(=O)N[C@H]2CCOC1=CC=CC=C21 7-(2,3-Dichlorophenyl)-N-[(4S)-3,4-dihydro-2H-chromen-4-yl]-3-methoxythieno[2,3-c]pyridine-2-carboxamide